(1R,3aR,7aR)-1-((R)-7-hydroxy-7-methyloctan-2-yl)-7-methyl-octahydro-1H-indene OC(CCCC[C@@H](C)[C@H]1CC[C@H]2CCCC([C@@H]12)C)(C)C